C(C)(C)(C)OC(=O)N1CCN(CC1)C=1N=NC(=CC1)Cl 4-(6-Chloropyridazin-3-yl)piperazine-1-carboxylic acid tert-butyl ester